BrC=1C=C(C=2N(C1)C=C(N2)NC(=O)C2CNC2)F N-(6-bromo-8-fluoro-imidazo[1,2-a]pyridin-2-yl)azetidine-3-carboxamide